Tert-butyl (3R)-3-[4-amino-2-(4,6-dimethylpyrimidin-5-yl)phenoxy]piperidine-1-carboxylate NC1=CC(=C(O[C@H]2CN(CCC2)C(=O)OC(C)(C)C)C=C1)C=1C(=NC=NC1C)C